C1C(CCC(=O)O)C(=O)OC1=O 1,2,4-butanetricarboxylic acid-1,2-anhydride